5-(4-(bromomethyl)phenethyl)bicyclo[2.2.1]hept-2-ene BrCC1=CC=C(CCC2C3C=CC(C2)C3)C=C1